FC1=C2CCN(C2=CC=C1)C(=O)Cl 4-fluoroindoline-1-carbonyl chloride